N-[4-(4-Isopropylbenzylamino)-2-methoxyphenyl]-butyramide C(C)(C)C1=CC=C(CNC2=CC(=C(C=C2)NC(CCC)=O)OC)C=C1